3-(dimethylamino)-1-(2-methoxy-6-(methylthio)pyridin-4-yl)propan-1-one CN(CCC(=O)C1=CC(=NC(=C1)SC)OC)C